tert-butyl 2-(2-fluoro-3-methoxyphenyl)-3-oxo-butyrate FC1=C(C=CC=C1OC)C(C(=O)OC(C)(C)C)C(C)=O